ClC1=C(C=CC=C1B1OC(C(O1)(C)C)(C)C)NC(=O)C1=NN2C([C@H](CCC2)NCCO)=C1 (4S)-N-[2-chloro-3-(4,4,5,5-tetramethyl-1,3,2-dioxaborolan-2-yl)phenyl]-4-(2-hydroxyethylamino)-4,5,6,7-tetrahydropyrazolo[1,5-a]pyridine-2-carboxamide